C(C1=CC=CC=C1)(=O)OCCCCCC(=O)O 6-benzoyloxyhexanoic acid